4'-pentyl-4-cyanobiphenyl C(CCCC)C1=CC=C(C=C1)C1=CC=C(C=C1)C#N